methyl (2s,4s)-5-(4-chlorobenzyl)-8-(4-cyano-2-fluorophenyl)-6,9-dioxo-5,8-diazaspiro[3.5]nonane-2-carboxylate ClC1=CC=C(CN2C3(CC(C3)C(=O)OC)C(N(CC2=O)C2=C(C=C(C=C2)C#N)F)=O)C=C1